5-(3-(((1r,4r)-4-(5-chloro-2-(difluoromethyl)nicotinamido)cyclohexyl)methyl)-2-oxo-2,3-dihydro-1H-benzo[d]imidazol-1-yl)-N-methyl-pyrazine-2-carboxamide ClC=1C=NC(=C(C(=O)NC2CCC(CC2)CN2C(N(C3=C2C=CC=C3)C=3N=CC(=NC3)C(=O)NC)=O)C1)C(F)F